4-((o-Methoxyphenyl)azo)-3-methyl-1-phenyl-2-pyrazolin-5-on COC1=C(C=CC=C1)N=NC1C(=NN(C1=O)C1=CC=CC=C1)C